NC12CNCCNCC(CNCCNC1)(CNCCNC2)NCC2=CC=C(C(=O)O)C=C2 4-((8-amino-3,6,10,13,16,19-hexaazabicyclo[6.6.6]icosane-1-ylamino)methyl)benzoic acid